3-Amino-2,6-dichloro-N-(2-fluoroethyl)benzamide lithium [Li].NC=1C(=C(C(=O)NCCF)C(=CC1)Cl)Cl